2-(7-bromothianthrene-2-yl)-4,6-diphenylpyridine BrC=1C=C2SC=3C=CC(=CC3SC2=CC1)C1=NC(=CC(=C1)C1=CC=CC=C1)C1=CC=CC=C1